3-(6-Fluoropyridin-3-yl)-N-(4-methyl-3-(pyridin-4-yl)-1H-pyrazol-5-yl)propanamide FC1=CC=C(C=N1)CCC(=O)NC1=C(C(=NN1)C1=CC=NC=C1)C